C(C)(C)(C)OC(C(CC=1C=NC=NC1)N(C)C(=O)OCC1C2=CC=CC=C2C=2C=CC=CC12)=O.OC(C(O)NC(C=C)=O)NC(C=C)=O N,N'-(1,2-dihydroxyethylene)bisacrylamide tert-Butyl-2-((((9H-fluoren-9-yl)methoxy)carbonyl)(methyl)amino)-3-(pyrimidin-5-yl)propanoate